(E)-(1-(((1-(2-(diphenylmethylene) hydrazino)-2-methyl-1-oxopropan-2-yl) oxy) imino) ethyl) diethyl phosphate P(=O)(O/C(/C)=N/OC(C(=O)NN=C(C1=CC=CC=C1)C1=CC=CC=C1)(C)C)(OCC)OCC